2-chloro-N-[6-(2,2-difluoroethoxy)-5-fluoro-2-methoxy-3-pyridyl]-8-keto-7H-1,7-naphthyridine-5-sulfonamide ClC1=NC=2C(NC=C(C2C=C1)S(=O)(=O)NC=1C(=NC(=C(C1)F)OCC(F)F)OC)=O